FC1=CC=C(OC2C[C@@H]3[C@@H](CN(C3)CC(=O)C=3C=NN(C3)C(=O)OC(C)(C)C)C2)C=C1 tert-butyl 4-(2-((3aR,5s,6aS)-5-(4-fluorophenoxy)hexahydrocyclopenta[c]pyrrol-2(1H)-yl)acetyl)-1H-pyrazole-1-carboxylate